[N+](=O)([O-])C1=CC=C(C=C1)N1CCN(CC1)C1CCC2(CCN(CC2)C=2N=CC(=NC2)C(=O)O)CC1 5-[9-[4-(4-nitrophenyl)piperazin-1-yl]-3-azaspiro[5.5]undecan-3-yl]pyrazine-2-carboxylic acid